N-((3-methyl-1,2,3,5,6,7-hexahydro-s-indacen-4-yl)carbamoyl)-2,3-dihydropyrazolo[5,1-b]oxazole-7-sulfonimidamide CC1CCC2=CC=3CCCC3C(=C12)NC(=O)NS(=O)(=N)C=1C=NN2C1OCC2